CNC(=O)C1=C(SC=C1)NC(C1=CC=C(C=C1)[N+](=O)[O-])=O N-methyl-2-(4'-nitrobenzamido)thiophene-3-carboxamide